1-(2-(1-(4-fluorophenyl)-6-methyl-1H-indazol-5-yl)-4-((2-methyl-2H-1,2,3-triazol-4-yl)sulfonyl)piperazin-1-yl)propan-2-ol FC1=CC=C(C=C1)N1N=CC2=CC(=C(C=C12)C)C1N(CCN(C1)S(=O)(=O)C1=NN(N=C1)C)CC(C)O